7-tertiary butyl-1,3-diphenyl-5,9-dibromopyrene C(C)(C)(C)C=1C=C2C(=CC3=C(C=C(C4=CC(=C(C1)C2=C43)Br)C4=CC=CC=C4)C4=CC=CC=C4)Br